(S)-3-(5-(3-fluoro-4-(((3aR,6aS)-tetrahydro-1H-furo[3,4-c]pyrrol-5(3H)-yl)methyl)pyridin-2-yl)-1-oxoisoindolin-2-yl)piperidine-2,6-dione FC=1C(=NC=CC1CN1C[C@@H]2[C@H](C1)COC2)C=2C=C1CN(C(C1=CC2)=O)[C@@H]2C(NC(CC2)=O)=O